(5-(7-(1-(4-Chlorobenzyl)piperidin-3-yl)-2-methylpyrazolo[1,5-a]pyrimidin-3-yl)pyridin-2-yl)methanol ClC1=CC=C(CN2CC(CCC2)C2=CC=NC=3N2N=C(C3C=3C=CC(=NC3)CO)C)C=C1